6-[3-Fluoro-4-(3-hydroxypropoxyl)-5-methylphenyl]-5-methyl-4,5-dihydro-2H-pyridazin-3-one FC=1C=C(C=C(C1OCCCO)C)C=1C(CC(NN1)=O)C